N-[4-[(6-chloro-7-methoxy-1,5-naphthyridin-4-yl)oxy]-3-fluorophenyl]-5-(4-fluoro-2-methylphenyl)-4-hydroxy-2,6-dimethylpyridine-3-carboxamide ClC=1N=C2C(=CC=NC2=CC1OC)OC1=C(C=C(C=C1)NC(=O)C=1C(=NC(=C(C1O)C1=C(C=C(C=C1)F)C)C)C)F